ClCC(=O)N1CCC2(N(C(C(S2)C)=O)CC=2OC(=CC2)C2=CC=CC=C2)CC1 8-(2-Chloroacetyl)-2-methyl-4-((5-phenylfuran-2-yl)methyl)-1-thia-4,8-diazaspiro[4.5]decan-3-one